3-(2,6-Dichlorophenyl)-2-methyl-7-((4-((S)-2-methylpiperazin-1-yl)phenyl)amino)-2,3-dihydro-4H-pyrimido[5,4-e][1,3]oxazin-4-one ClC1=C(C(=CC=C1)Cl)N1C(OC2=C(C1=O)C=NC(=N2)NC2=CC=C(C=C2)N2[C@H](CNCC2)C)C